di(4-trifluoromethylphenyl)phosphine oxide FC(C1=CC=C(C=C1)P(C1=CC=C(C=C1)C(F)(F)F)=O)(F)F